NC=1C=NC(=C(C#N)C1)OC1CC1 5-amino-2-cyclopropyloxynicotinonitrile